((dimethylamino)methyl)cyclopropane-1-carboxamide CN(C)CC1(CC1)C(=O)N